3-[4-(5-methyl-1,3,4-oxadiazol-2-yl)benzyl]-5-(2-isopropylphenyl)-1-methyl-1H-pyrazolo[4,3-d]pyrimidine CC1=NN=C(O1)C1=CC=C(CC2=NN(C3=C2N=C(N=C3)C3=C(C=CC=C3)C(C)C)C)C=C1